3-(3-chloro-4-hydroxybenzamido)-N-(2-(4-methoxypyridin-3-yl)ethyl)thiophene-2-carboxamide ClC=1C=C(C(=O)NC2=C(SC=C2)C(=O)NCCC=2C=NC=CC2OC)C=CC1O